CC(CC(O)C1=CC=C(C=C1)N1CCN(CC1)C1=CC=C(C=C1)B1OC(C(O1)(C)C)(C)C)C 3-methyl-1-(4-(4-(4-(4,4,5,5-tetramethyl-1,3,2-dioxaborolan-2-yl)phenyl)piperazin-1-yl)phenyl)butan-1-ol